5-(1-methanesulfonylcyclopropyl)-N-[3-(5-morpholino-1,3-benzothiazol-2-yl)-1-bicyclo[1.1.1]pentanoyl]furan-2-carboxamide Methyl-(S)-2-amino-3-(7-methyl-1H-indazol-5-yl)propanoate COC([C@H](CC=1C=C2C=NNC2=C(C1)C)N)=O.CS(=O)(=O)C1(CC1)C1=CC=C(O1)C(=O)NC(=O)C12CC(C1)(C2)C=2SC1=C(N2)C=C(C=C1)N1CCOCC1